(2-amino-3-(3-((6-(3-fluorophenethoxy)pyridin-2-yl)methyl)isoxazol-5-yl)pyridin-1-ium-1-yl)methyl hydrogen phosphate P(=O)(OC[N+]1=C(C(=CC=C1)C1=CC(=NO1)CC1=NC(=CC=C1)OCCC1=CC(=CC=C1)F)N)(O)[O-]